BrC=1C=C2C(CC(OC2=CC1OCOCCOC)(CC)CC)=O 6-bromo-2,2-diethyl-7-((2-methoxyethoxy)methoxy)chroman-4-one